N,N-diphenyl-4-(4,4,5,5-tetramethyl-1,3,2-dioxaborolane-2-yl)aniline C1(=CC=CC=C1)N(C1=CC=C(C=C1)B1OC(C(O1)(C)C)(C)C)C1=CC=CC=C1